2-(6-(5-chloro-1-((6-(3-fluoro-5-methoxyphenyl)pyridin-3-yl)methyl)-1H-indazole-7-carboxamido)spiro[3.3]hept-2-yl)acetic acid ClC=1C=C2C=NN(C2=C(C1)C(=O)NC1CC2(CC(C2)CC(=O)O)C1)CC=1C=NC(=CC1)C1=CC(=CC(=C1)OC)F